NCCCCC1=CC=C(C(=N1)\C=N/O)O (Z)-6-(4-aminobutyl)-3-hydroxypyridineformaldoxime